4-methyl-2-(2-methylbiphenyl-3-yl)-6-vinyl-1,3-benzothiazole CC1=CC(=CC2=C1N=C(S2)C=2C(=C(C=CC2)C2=CC=CC=C2)C)C=C